[Si](C)(C)(C(C)(C)C)OCCC1=C(C=C(C=C1F)C1=CC=C2C(=CN=NC2=C1)NCC1=C(C=C(C=C1)OC)OC)Cl 7-[4-[2-[tert-butyl(dimethyl)silyl]oxyethyl]-3-chloro-5-fluorophenyl]-N-[(2,4-dimethoxyphenyl)methyl]cinnolin-4-amine